1-((6-(trifluoromethyl)pyridin-3-yl)methyl)-1,4,5,6-tetrahydrocyclopenta[c]pyrazol-4-ol FC(C1=CC=C(C=N1)CN1N=CC2=C1CCC2O)(F)F